ClC=1C=C(C=C(C1)Cl)C1=C(NC(=C1C)C1=CC=CC=C1)C1=NN=NN1 5-(3-(3,5-dichlorophenyl)-4-methyl-5-phenyl-1H-pyrrol-2-yl)-1H-tetrazole